2-bromo-3-(2-(dimethylamino)ethyl)-1H-indol-4-ol BrC=1NC=2C=CC=C(C2C1CCN(C)C)O